ClC1=C(C=C(C=N1)NC1=CC(=NC(=C1)NC1=CC=C2C=CNC2=C1)C#N)OC 4-[(6-chloro-5-methoxypyridin-3-yl)amino]-6-[(1H-indol-6-yl)amino]pyridine-2-carbonitrile